C(CC(CCCC(=O)O)C(=O)O)C(=O)O 1,3,6-hexanetricarboxylic acid